N-((trans)-4-hydroxy-4-methylcyclohexyl)-2-(1H-imidazol-1-yl)-6,7-dihydro-5H-cyclopenta[d]pyrimidine-4-carboxamide OC1(CCC(CC1)NC(=O)C=1C2=C(N=C(N1)N1C=NC=C1)CCC2)C